FC(C=1C=CC=2N(N1)C(=CN2)C2=CC(=NC=N2)N2CC(CC(C2)(F)F)CNS(=O)(=O)C)F N-((1-(6-(6-(difluoromethyl)imidazo[1,2-b]pyridazin-3-yl)pyrimidin-4-yl)-5,5-difluoropiperidin-3-yl)methyl)methanesulfonamide